pentamethylcyclopentadienyl-(1-benzyl-5,6-dimethylindenyl)hafnium CC1=C(C(=C(C1([Hf]C=1C(C2=CC(=C(C=C2C1)C)C)CC1=CC=CC=C1)C)C)C)C